N1-(4-(9H-carbazol-9-yl)phenyl)-N1,N4-bis([1,1'-biphenyl]-4-yl)-N4-(4-(9-phenyl-9H-carbazol-3-yl)phenyl)benzene-1,4-diamine C1=CC=CC=2C3=CC=CC=C3N(C12)C1=CC=C(C=C1)N(C1=CC=C(C=C1)N(C1=CC=C(C=C1)C=1C=CC=2N(C3=CC=CC=C3C2C1)C1=CC=CC=C1)C1=CC=C(C=C1)C1=CC=CC=C1)C1=CC=C(C=C1)C1=CC=CC=C1